ClC=1C=C(C=C(C1)Cl)C1=CC=CC=2C(=C(SC21)C(=O)N[C@H]2CCOC1=CC=CC=C21)OC 7-(3,5-Dichlorophenyl)-N-[(4S)-3,4-dihydro-2H-chromen-4-yl]-3-methoxy-1-benzothiophene-2-carboxamide